6-Chloro-4-((4-methoxy-5-(2,2,2-trifluoro-1-methoxyethyl)benzo[d]isothiazol-3-yl)amino)-N-(methyl-d3)nicotinamide ClC1=NC=C(C(=O)NC([2H])([2H])[2H])C(=C1)NC1=NSC2=C1C(=C(C=C2)C(C(F)(F)F)OC)OC